1-[3-(3-chloropropoxy)phenyl]ethan-1-one ClCCCOC=1C=C(C=CC1)C(C)=O